2-methyl-5-[pentadec-8-enyl]benzene-1,3-diol CC1=C(C=C(C=C1O)CCCCCCCC=CCCCCCC)O